1-(azetidin-1-yl)-2-(4-(2-ethyl-3-((4-(4-fluorophenyl)thiazol-2-yl)(methyl)amino)imidazo[1,2-a]pyridin-6-yl)piperazin-1-yl)ethanone N1(CCC1)C(CN1CCN(CC1)C=1C=CC=2N(C1)C(=C(N2)CC)N(C)C=2SC=C(N2)C2=CC=C(C=C2)F)=O